ClC1=CC(=C(C=C1)C1=NC(=CN2C1=NC(=C(C2=O)C)C)C2CC(OCC2)C=2C=NN(C2)C)F 9-(4-chloro-2-fluorophenyl)-2,3-dimethyl-7-[2-(1-methylpyrazol-4-yl)oxan-4-yl]pyrazino[1,2-a]pyrimidin-4-one